2-[3-(3-chloro-5-methylphenyl)ureido]-4-trifluoromethoxybenzamide ClC=1C=C(C=C(C1)C)NC(NC1=C(C(=O)N)C=CC(=C1)OC(F)(F)F)=O